2-bromo-5-((2-isopropylphenyl)amino)isonicotinic acid BrC=1C=C(C(=O)O)C(=CN1)NC1=C(C=CC=C1)C(C)C